OC(C#N)(CCCC)O dihydroxyl-capronitrile